tert-butyl (1R,2S,3S,5S)-2-fluoro-3-((3-(6-methoxy-2-methyl-4-oxo-4H-chromen-7-yl)-1,2,4-triazin-6-yl)(methyl)amino)-8-azabicyclo[3.2.1]octane-8-carboxylate F[C@@H]1[C@H]2CC[C@@H](C[C@@H]1N(C)C1=CN=C(N=N1)C1=C(C=C3C(C=C(OC3=C1)C)=O)OC)N2C(=O)OC(C)(C)C